FC1=CC=C(OCCCSCC=2NC(NC2)=O)C=C1 4-[(4-Fluorophenoxypropylthio)methyl]1,3-dihydro-imidazol-2-one